FC([C@H]1CC=2C(=NNC2CC1)C(=O)OCC)(F)F ethyl (R)-5-(trifluoromethyl)-4,5,6,7-tetrahydro-1H-indazole-3-carboxylate